3-(6-(2,2,2-trifluoroethoxy)pyridin-3-yl)bicyclo[1.1.1]pentan-1-amine FC(COC1=CC=C(C=N1)C12CC(C1)(C2)N)(F)F